4-{4-[({4-[(dimethylamino)methyl]benzene-sulfonyl}carbamoyl)methyl]-3,5-bis(propan-2-yl)phenyl}benzoic acid CN(C)CC1=CC=C(C=C1)S(=O)(=O)NC(=O)CC1=C(C=C(C=C1C(C)C)C1=CC=C(C(=O)O)C=C1)C(C)C